FC=1C=CC(=C(CN2C(C=3N(C[C@@H]2COC)C=C(C3)C3=NC(=NC=C3)NC(C)C)=O)C1)CO (R)-2-(5-fluoro-2-(hydroxymethyl)benzyl)-7-(2-(isopropylamino)pyrimidin-4-yl)-3-(methoxymethyl)-3,4-dihydropyrrolo[1,2-a]pyrazine-1(2H)-one